bis(dibutyldithiocarbamate) Nickel (II) [Ni+2].C(CCC)N(C([S-])=S)CCCC.C(CCC)N(C([S-])=S)CCCC